6-(1H-imidazol-1-yl)-4-methoxy-N-((1r,4r)-4-methoxycyclohexyl)picolinamide N1(C=NC=C1)C1=CC(=CC(=N1)C(=O)NC1CCC(CC1)OC)OC